BrC=1C(=C(C(=O)NCC([C@@H](O)C2=CC=C(C=C2)F)(F)F)C(=CC1)C(F)(F)F)F (S)-3-bromo-N-(2,2-difluoro-3-(4-fluorophenyl)-3-hydroxypropyl)-2-fluoro-6-(trifluoromethyl)benzamide